3-(piperidin-4-yl)cinnoline dihydrochloride Cl.Cl.N1CCC(CC1)C=1N=NC2=CC=CC=C2C1